tert-butyl (6-((4-(((1-methylpiperidin-4-yl)oxy)methyl)benzyl)amino)isoquinolin-1-yl)carbamate CN1CCC(CC1)OCC1=CC=C(CNC=2C=C3C=CN=C(C3=CC2)NC(OC(C)(C)C)=O)C=C1